ClC=1C(=CC(=NC1)NC(=O)C1CC1)NC1=CC=C2C=NN(C2=C1OC)CC (5-chloro-4-((1-ethyl-7-methoxy-1H-indazol-6-yl)amino)pyridin-2-yl)cyclopropylcarboxamide